CC1=C(C=C(C=C1)[N+](=O)[O-])C1=NN2C(C=N1)=CC=C2 (2-methyl-5-nitrophenyl)pyrrolo[2,1-f][1,2,4]triazine